C1=NC=CC2=CC=CC(=C12)CC(=O)NC=1SC(=CN1)C(F)(F)F 2-(isoquinolin-8-yl)-N-(5-(trifluoromethyl)thiazol-2-yl)acetamide